C1CCS(=O)(=O)S1(=O)=O trimethylene disulfone